1-(Cyclobutylmethyl)-4-oxocyclohexane-1-carbonitrile C1(CCC1)CC1(CCC(CC1)=O)C#N